C1(=C(C=CC=C1)C(=O)N1N(CCC1)CC1=CC2=C(N=C(S2)C)C=C1)C1=CC=CC=C1 [1,1'-biphenyl]-2-yl(2-((2-methylbenzo[d]thiazol-6-yl)methyl)pyrazolidin-1-yl)methanone